6-(1-(3-(1H-pyrazol-1-yl)propanoyl)-1,2,5,6-tetrahydropyridin-3-yl)-7-fluoro-N,N-dimethyl-4-(4-(piperazin-1-yl)phenyl)benzo[b]thiophene-2-carboxamide N1(N=CC=C1)CCC(=O)N1CC(=CCC1)C=1C=C(C2=C(SC(=C2)C(=O)N(C)C)C1F)C1=CC=C(C=C1)N1CCNCC1